O=C1N(CC2=CC(=CC=C12)O[C@H]1[C@@H](CCCC1)N1CC(C1)C1=NC=CC=C1)C1C(NC(CC1)=O)=O 3-(1-oxo-5-(((1R,2R)-2-(3-(pyridin-2-yl)azetidin-1-yl)cyclohexyl)oxy)isoindolin-2-yl)piperidine-2,6-dione